ClC1=C(C=CC(=C1)F)NC1=NC=C(C(=N1)N1C=C(C=C1)C(=O)N[C@H](CO)C1=CC(=CC=C1)Cl)C (S)-1-(2-((2-chloro-4-fluorophenyl)-amino)-5-methyl-pyrimidin-4-yl)-N-(1-(3-chlorophenyl)-2-hydroxy-ethyl)-1H-pyrrole-3-carboxamide